C1(C=CC=C1)[Co]C1C=CC=C1 bis(cyclopentadienyl)cobalt